C(#N)C1=C(C(=C(C(=O)O)C=C1)F)F 4-cyano-2,3-difluorobenzoic acid